N1-((6-amino-2-(4,4-bis(ethoxymethyl)cyclohexyl)pyridin-3-yl)methyl)-N1,N2-dimethylethane-1,2-diamine NC1=CC=C(C(=N1)C1CCC(CC1)(COCC)COCC)CN(CCNC)C